FC=1C=C(OC2CN(C2)C=2C(=C(C(=O)O)C=CC2)N2C=CC=C2)C=CC1COC=1C=NC=CC1 3-(3-(3-fluoro-4-((pyridin-3-yloxy)methyl)phenoxy)azetidin-1-yl)-2-(1H-pyrrole-1-yl)benzoic acid